FC=1C=C(OC2=CC=C(C=C2)[C@@H]2CCCN3C2=NS(CC3)(=O)=O)C=CC1F (9S)-9-[4-(3,4-difluorophenoxy)phenyl]-3,4,6,7,8,9-hexahydropyrido[2,1-c][1,2,4]thiadiazine 2,2-dioxide